FC1=CC(=CC=2N(C(C(OC21)C)=O)CC2=CC=C(C=C2)F)C 8-fluoro-4-[(4-fluorophenyl)methyl]-2,6-dimethyl-1,4-benzoxazin-3-one